C1(=CC=CC=C1)C(C(C(=O)N)C1=CC=CC=C1)C(=O)N diphenylbutanediamide